NCC=1C=CC2=C(SC(=C2)C[C@H](C(=O)OC(C)(C)C)[C@@H]2CN(CC2)C(=O)OC(C)(C)C)C1 Tert-butyl (R)-3-((S)-3-(6-(aminomethyl)benzo[b]thiophen-2-yl)-1-(tert-butoxy)-1-oxopropane-2-yl)pyrrolidine-1-carboxylate